ClC=1N=C2C(=C(C(N(C2=CC1)C)=O)C#N)N1C[C@H]([C@@H](CC1)NC1=CC=C(C=C1)Cl)C 6-Chloro-4-[(3R,4R)-4-(4-chloroanilino)-3-methyl-1-piperidyl]-1-methyl-2-oxo-1,5-naphthyridine-3-carbonitrile